1-phenyl-3-(o-tolyl)hept-6-en-1-yn-3-ol C1(=CC=CC=C1)C#CC(CCC=C)(O)C1=C(C=CC=C1)C